BrC=1C=C(C=CC1)N1N=NC=C1 1-(3-bromophenyl)-1H-1,2,3-triazole